(S)-N-[2-{[Tert-Butyl(Dimethyl)Silyl]Oxy}Ethylidene]-2-Methylpropane-2-Sulfinamide [Si](C)(C)(C(C)(C)C)OCC=N[S@@](=O)C(C)(C)C